ClC1=C(OCCCCCOCCCOCC(=O)OCCCC)C(=CC(=C1)C(C)(C1=CC=C(C=C1)OCC1=NC(=NC=C1)SC)C)C#N butyl 2-(3-(5-(2-chloro-6-cyano-4-(1-methyl-1-(4-((2-methylsulfanylpyrimidin-4-yl)methoxy)phenyl) ethyl)phenoxy)pentoxy)propoxy)acetate